(±)-(2R)-2-((6-(5-(bromomethyl)-1-methyl-1H-1,2,3-triazol-4-yl)-2-methyl-pyridin-3-yl)oxy)bicyclo[3.1.0]hexane-6-carboxylic acid ethyl ester C(C)OC(=O)C1C2CC[C@H](C12)OC=1C(=NC(=CC1)C=1N=NN(C1CBr)C)C